ClC1=C(C(=O)OC)C(=CC(=C1)C1CN(C1)C1=C(C=CC=C1Cl)Cl)C methyl 2-chloro-4-(1-(2,6-dichlorophenyl)azetidin-3-yl)-6-methylbenzoate